indium arachidate C(CCCCCCCCCCCCCCCCCCC)(=O)[O-].[In+3].C(CCCCCCCCCCCCCCCCCCC)(=O)[O-].C(CCCCCCCCCCCCCCCCCCC)(=O)[O-]